tert-butyl ((1-(2-((6-chloro-3,5-dicyano-4-ethylpyridin-2-yl)(methyl)amino)ethyl)-4-hydroxypiperidin-4-yl)methyl)carbamate ClC1=C(C(=C(C(=N1)N(CCN1CCC(CC1)(O)CNC(OC(C)(C)C)=O)C)C#N)CC)C#N